n-Acetyl-L-Arginine CC(=O)N[C@@H](CCCN=C(N)N)C(=O)O